zirconium 1,4-diphenyl-1,3-butadiene C1(=CC=CC=C1)C=CC=CC1=CC=CC=C1.[Zr]